ClC=1N=CC2=C(N1)NC1=C2CCC1 2-chloro-5,6,7,8-tetrahydrocyclopenta[4,5]pyrrolo[2,3-d]pyrimidine